ClC=1C=C(C(=O)NC2=NNC(=C2)C(=O)NC2COC2)C=CC1OC 3-[(3-chloro-4-methoxy-benzoyl)amino]-N-(oxetan-3-yl)-1H-pyrazole-5-carboxamide